yttrium telluronium (tellurapyrylium) [Te+]1=CC=CC=C1.[TeH3+].[Y+3]